3-(1-{3-[(2-hydroxyethyl)(methyl)amino]propyl}-4-methyl-1H-benzotriazol-5-yl)propanoate OCCN(CCCN1N=NC2=C1C=CC(=C2C)CCC(=O)[O-])C